FC(C)(F)C1=NN(C(=C1)N)CC1=CC=C(C=C1)OC 3-(1,1-difluoroethyl)-1-[(4-methoxyphenyl)methyl]-1H-pyrazol-5-amine